(trimethylsilylmethyl)[(allyldimethylsilyl)cyclopentadienyl]platinum (IV) C[Si](C)(C)C[Pt+2]C1(C=CC=C1)[Si](C)(C)CC=C